(2R,3S)-2-(3-(5-chloro-7-(thiophen-3-yl)-1H-benzo[d]imidazol-1-yl)propyl)piperidin-3-ol ClC1=CC2=C(N(C=N2)CCC[C@H]2NCCC[C@@H]2O)C(=C1)C1=CSC=C1